1-(((3S)-1-((3-cyano-1-azetidinyl)sulfonyl)-3-piperidinyl)carbonyl)-N-(2-fluoro-3-(trifluoromethyl)benzyl)-D-prolinamide C(#N)C1CN(C1)S(=O)(=O)N1C[C@H](CCC1)C(=O)N1[C@H](CCC1)C(=O)NCC1=C(C(=CC=C1)C(F)(F)F)F